[Ga+3].[N+](=O)([O-])C1=CC=C(OCCN2CCCC2)C=C1 1-(2-(4-Nitrophenoxy)ethyl)pyrrolidine gallium (3+)